N-(3',5'-di-tert-butyl-1,1'-biphenyl-4-yl)-N-(9,9-dimethyl-9H-fluoren-4-yl)-9,9-dimethyl-9H-fluoren-2-amine C(C)(C)(C)C=1C=C(C=C(C1)C(C)(C)C)C1=CC=C(C=C1)N(C1=CC=2C(C3=CC=CC=C3C2C=C1)(C)C)C1=CC=CC=2C(C3=CC=CC=C3C12)(C)C